[Na+].C(C=C)(=O)NCC(S(=O)(=O)[O-])O 2-acrylamido-1-hydroxyethanesulfonic acid sodium salt